tert-butyl 2-(4,4-dimethylpiperidin-1-yl)acetate CC1(CCN(CC1)CC(=O)OC(C)(C)C)C